ethyl 5-bromo-1-ethyl-1H-indazole-3-carboxylate BrC=1C=C2C(=NN(C2=CC1)CC)C(=O)OCC